6-(4'-bromo-[1,1']biphenyl-4-yl)-2-phenyl-benzoxazole BrC1=CC=C(C=C1)C1=CC=C(C=C1)C1=CC2=C(N=C(O2)C2=CC=CC=C2)C=C1